FC=1C(=CC(=NC1)[C@H](C)N1C(C2=CC(=CC(=C2CC1)CN1CC(C1)O)CN1C(=NC=C1)NC)=O)OC (S)-2-(1-(5-fluoro-4-methoxypyridin-2-yl)ethyl)-5-((3-hydroxyazetidin-1-yl)methyl)-7-((2-(methylamino)-1H-imidazol-1-yl)methyl)-3,4-dihydroisoquinolin-1(2H)-one